C1(=CC=CC=C1)[C@H]1OC[C@@H]([C@@H]1COC(C(=CC)C)=O)CC1=CC=C(C=C1)C(F)(F)F 2-Methyl-2-butenoic acid ((2S,3R,4R)-2-phenyl-4-(4-(trifluoromethyl)benzyl)-tetrahydrofuran-3-yl)methyl ester